2-methyladipate CC(C(=O)[O-])CCCC(=O)[O-]